(3-bromo-4-methylbenzyl)isobutyramide BrC=1C=C(CC(C(=O)N)(C)C)C=CC1C